Methyl 5-amino-6-methoxy-4-methylpicolinate NC=1C(=CC(=NC1OC)C(=O)OC)C